3-[4-(piperazin-1-yl)pyridin-2-yl]-1H-indazole N1(CCNCC1)C1=CC(=NC=C1)C1=NNC2=CC=CC=C12